CN1N=C(C=C1[C@H]1N(CCC1)CC1=CC=C(OC=2C=CC3=C(OC(OC3=O)(C)C)C2)C=C1)C 7-(4-{[(2S)-2-(1,3-dimethyl-1H-pyrazol-5-yl)pyrrolidin-1-yl]methyl}phenoxy)-2,2-dimethyl-4H-1,3-benzodioxin-4-one